FC1(C(CNCC1)C1=CC(=[N+](C=C1)[O-])CN(C(=O)OCC[Si](C)(C)C)C)F 4-(4,4-difluoropiperidin-3-yl)-2-((methyl((2-(trimethylsilyl)ethoxy)carbonyl)amino)methyl)pyridine 1-oxide